((3aS,4R,6aR)-4-(4-((4-methoxybenzyl) amino)-7H-pyrrolo[2,3-d]pyrimidin-7-yl)-2,2,5-trimethyl-3a,6a-dihydro-4H-cyclopenta[d][1,3]dioxol-6-yl)methyl 4-methylbenzene-sulfonate CC1=CC=C(C=C1)S(=O)(=O)OCC1=C([C@H]([C@H]2[C@@H]1OC(O2)(C)C)N2C=CC1=C2N=CN=C1NCC1=CC=C(C=C1)OC)C